C(=C\CCCCCCC)/CC(=O)[O-] (E)-2-nonen-1-ylacetate